Sodium N-methyl-N-oleoyltaurine CN(CCS(=O)(=O)O)C(CCCCCCC\C=C/CCCCCCCC)=O.[Na]